CN(C1CN(C1)C1=CC=C(C=N1)N1C=C(C(C2=CC(=C(C=C12)N1C(CC1COC1=NC=CC=C1)=O)C)=O)C(=O)O)C 1-(6-(3-(dimethyl-amino)azetidin-1-yl)pyridin-3-yl)-6-methyl-4-oxo-7-(2-oxo-4-((pyridin-2-yloxy)methyl)azetidin-1-yl)-1,4-dihydro-quinoline-3-carboxylic acid